BrC1=CC(=C(C=2C=C3N(C12)[C@H](CC3)N[S@](=O)C(C)(C)C)Cl)Cl (R)-N-[(3S)-5-bromo-7,8-dichloro-2,3-dihydro-1H-pyrrolo[1,2-a]indol-3-yl]-2-methyl-propane-2-sulfinamide